ClC1=C(C(=CC=C1)F)C1=NNC2=NC(=CN=C21)N2CCC(CC2)(N)C 1-(3-(2-chloro-6-fluorophenyl)-1H-pyrazolo[3,4-b]-pyrazin-6-yl)-4-methylpiperidin-4-amine